3-((5,6,7,8-tetrahydro-1,8-naphthyridin-2-yl)methyl)cyclobutane-1-carboxylic acid ethyl ester C(C)OC(=O)C1CC(C1)CC1=NC=2NCCCC2C=C1